6-chloro-N-methoxy-4-((2-(N-methylmethanesulfonamido)pyridin-3-yl)amino)nicotinamide ClC1=NC=C(C(=O)NOC)C(=C1)NC=1C(=NC=CC1)N(S(=O)(=O)C)C